2-Methyl-N1-(5-(1-methyl-1H-1,2,3-triazol-4-yl)pyrazin-2-yl)-N3-(5-(methylsulfanyl)pyrimidin-2-yl)propane-1,3-diamine CC(CNC1=NC=C(N=C1)C=1N=NN(C1)C)CNC1=NC=C(C=N1)SC